FC=1C=CC=C2C(=NNC12)C(=O)NC[C@@H]1N(CCC1)C 7-fluoro-N-(((R)-1-methylpyrrolidin-2-yl)methyl)-1H-indazole-3-carboxamide